4-(2,5-dioxotetrahydrofuran-3-yl)-4-methyl-1,2,3,4-tetrahydronaphthalene O=C1OC(CC1C1(CCCC2=CC=CC=C12)C)=O